Cl.C1(CC1)C1=NNC2=C1C(=NC=C2)C2=CC(=C(C=C2)S(=O)C)C 3-cyclopropyl-4-(3-methyl-4-methylsulfinyl-phenyl)-1H-pyrazolo[4,3-c]pyridine hydrochloride